6-(2,6-Dimethylphenyl)-12-isobutyl-2,2-dioxo-9-oxa-2λ6-thia-3,5,12,19-tetrazatricyclo[12.3.1.14,8]nonadeca-1(18),4(19),5,7,14,16-hexaen-13-one CC1=C(C(=CC=C1)C)C1=NC=2NS(C=3C=CC=C(C(N(CCOC(=C1)N2)CC(C)C)=O)C3)(=O)=O